O=C1NC(CCC1N1C(C2=CC=C(C=C2C1=O)N1CC(CC1)CN1CCN(CC1)C1=CC=C(C=C1)N(C(C)=O)C1CCC(CC1)NC1=NC2=CC=CC=C2C=N1)=O)=O N-(4-(4-((1-(2-(2,6-dioxopiperidin-3-yl)-1,3-dioxoisoindolin-5-yl)pyrrolidin-3-yl)methyl)piperazin-1-yl)phenyl)-N-((1r,4r)-4-(quinazolin-2-ylamino)cyclohexyl)acetamide